2-((1-methyl-2,4-dioxo-1,4-dihydro-2H-benzo[d][1,3]oxazin-7-yl)oxy)acetic acid CN1C(OC(C2=C1C=C(C=C2)OCC(=O)O)=O)=O